N-(1-(4-(2-(2-aminopyridin-3-yl)-3H-imidazo[4,5-b]pyridin-3-yl)benzyl)piperidin-4-yl)-2-cyanobenzo[d]thiazole-5-carboxamide NC1=NC=CC=C1C1=NC=2C(=NC=CC2)N1C1=CC=C(CN2CCC(CC2)NC(=O)C=2C=CC3=C(N=C(S3)C#N)C2)C=C1